benzyl [1-(methylsulfamoyl)piperidin-4-yl]carbamate CNS(=O)(=O)N1CCC(CC1)NC(OCC1=CC=CC=C1)=O